OC=1C=CC=C2C=CC=NC12 8-HYDROXYCHINOLIN